BrC1=CC(=NC=N1)N1CC(CCC1)CNS(=O)(=O)C N-[[1-(6-bromopyrimidin-4-yl)-3-piperidinyl]methyl]methanesulfonamide